isopropoxyimidazo[1,2-a]pyrimidine-6-carboxylate C(C)(C)OC=1N=C2N(C=C(C=N2)C(=O)[O-])C1